C(C)OC1=CC=C(C=CC(=O)OC2=CC=C(C=C2)C)C=C1 p-tolyl 4-ethoxycinnamate